α,α'-di-tert-butoxy-o-xylene C(C)(C)(C)OCC=1C(=CC=CC1)COC(C)(C)C